3-methyl-5-(2-methyl-4-(6-(trifluoromethyl)quinolin-2-yl)phenyl)-6,7-dihydropyrazolo[1,5-a]pyrazin-4(5H)-on CC=1C=NN2C1C(N(CC2)C2=C(C=C(C=C2)C2=NC1=CC=C(C=C1C=C2)C(F)(F)F)C)=O